(2R,3S,4S)-4-hydroxy-2-[(4-methoxyphenyl)methyl]pyrrolidin-3-yl N-{2-[(2-isopropoxyethyl) amino]ethyl}carbamate C(C)(C)OCCNCCNC(O[C@H]1[C@H](NC[C@@H]1O)CC1=CC=C(C=C1)OC)=O